NC1CC2=CC=CC(=C2C1)Cl 2-amino-4-chloro-1,3-dihydroinden